ClC=1C=CC=2N(C(N=C(C2N1)N1[C@@H](C[C@@H]([C@@H](C1)CC)OC1=NC=C(C=C1)OC(C)C)C)=O)C 6-Chloro-4-((2R,4S,5R)-5-ethyl-4-((5-isopropoxypyridin-2-yl)oxy)-2-methylpiperidin-1-yl)-1-methylpyrido[3,2-d]pyrimidin-2(1H)-on